methyl [(6S)-4-{4-[3-(2-t-butoxy-2-oxoethoxy)anilino]phenyl}-2,3,9-trimethyl-6H-thieno[3,2-f][1,2,4]triazolo[4,3-a][1,4]diazepin-6-yl]acetate C(C)(C)(C)OC(COC=1C=C(NC2=CC=C(C=C2)C2=N[C@H](C=3N(C4=C2C(=C(S4)C)C)C(=NN3)C)CC(=O)OC)C=CC1)=O